OC1=C(C(=CC(=C1)O)OC)C(\C=C\C1=CC(=CC=C1)[N+](=O)[O-])=O (E)-1-(2,4-Dihydroxy-6-methoxyphenyl)-3-(3-nitrophenyl)prop-2-en-1-one